2-[7-(3-triflylbenzyl)-2,7-diazaspiro[3.5]nonane-2-carbonyl]-8-oxa-2,5-diazaspiro[3.5]nonan-6-one S(=O)(=O)(C(F)(F)F)C=1C=C(CN2CCC3(CN(C3)C(=O)N3CC4(C3)NC(COC4)=O)CC2)C=CC1